C(C)N(C(=O)N1C=NC(=C1)C1(CC2=CC=CC=C2C1)CC)CC N,N-diethyl-4-(2-ethyl-2,3-dihydro-1H-inden-2-yl)-1H-imidazole-1-carboxamide